ClC1=CC=C(CNC(=O)NC2CC3(CN(C3)C(C(C)(C3=CC=CC=C3)C)=O)C2)C=C1 1-(4-chlorobenzyl)-3-(2-(2-methyl-2-phenylpropanoyl)-2-azaspiro[3.3]heptan-6-yl)urea